(1S,3R,4S)-N-[(1R)-1-cyano-2-[(3R)-2-oxo-3-piperidyl]ethyl]-5,5-difluoro-2-(4,6,7-trifluoro-1H-indole-2-carbonyl)-2-azabicyclo[2.2.2]octane-3-carboxamide C(#N)[C@@H](C[C@@H]1C(NCCC1)=O)NC(=O)[C@@H]1N([C@@H]2CC([C@H]1CC2)(F)F)C(=O)C=2NC1=C(C(=CC(=C1C2)F)F)F